4,7,10-Trioxatridecan-1,3-diamine C(CC(OCCOCCOCCC)N)N